C(C)(=O)OC1(CC(C1)O)C1=CC2=C(N=C(N=C2)Cl)S1 cis-1-(2-chlorothieno[2,3-d]pyrimidin-6-yl)-3-hydroxycyclobutyl acetate